(4R)-5,5-difluoro-1-(4,4,4-trifluorobutyl)-3-(trifluoromethyl)-6,7-dihydro-4H-indazol-4-ol FC1([C@@H](C=2C(=NN(C2CC1)CCCC(F)(F)F)C(F)(F)F)O)F